C1(=CCCCC1)C1=C2CN(C(C2=CC=C1)=O)C=1C=CC=C2C(=CNC12)C1=NC(=NC=C1C)NC1=NN(C(=C1)C)C 4-(cyclohex-1-en-1-yl)-2-(3-(2-((1,5-dimethyl-1H-pyrazol-3-yl)amino)-5-methylpyrimidin-4-yl)-1H-indol-7-yl)isoindolin-1-one